3-cyclohexyl-1-(6-(2-(Benzoyloxyimino)hexanoyl)-9-ethyl-9H-carbazol-3-yl)-propane-1,2-dione-2-(O-benzoyloxime) C(C1=CC=CC=C1)(=O)ON=C(C(=O)C=1C=CC=2N(C3=CC=C(C=C3C2C1)C(C(CCCC)=NOC(C1=CC=CC=C1)=O)=O)CC)CC1CCCCC1